1-(1-ethylsulfonyl-piperidin-yl)-3-(4-trifluoromethoxy-phenyl)-urea C(C)S(=O)(=O)N1C(CCCC1)NC(=O)NC1=CC=C(C=C1)OC(F)(F)F